COC(CCC[N+]#[C-])=O 4-ISOCYANOBUTYRIC ACID METHYL ESTER